5-(methoxymethyl)furan-2-carboxylic acid COCC1=CC=C(O1)C(=O)O